N-(trans-1,3-dimethylpiperidin-4-yl)-6-(4-fluorobenzyl)-3-methyl-1,2,4-triazin-5-amine CN1C[C@H]([C@@H](CC1)NC=1N=C(N=NC1CC1=CC=C(C=C1)F)C)C